(rac)-4-[4-(1,3-benzoxazol-2-yl)azepan-1-yl]-7-bromo-1-methyl-2-oxo-1,2-dihydroquinoline O1C(=NC2=C1C=CC=C2)[C@H]2CCN(CCC2)C2=CC(N(C1=CC(=CC=C21)Br)C)=O |r|